Heptadecan-9-yl (Z)-8-((3-((tert-butoxycarbonyl)amino)propyl)(8-(non-2-en-1-yloxy)-8-oxooctyl)amino)octanoate C(C)(C)(C)OC(=O)NCCCN(CCCCCCCC(=O)OC(CCCCCCCC)CCCCCCCC)CCCCCCCC(=O)OC\C=C/CCCCCC